1,1'-((6-(4-(2-((6-(bis(2-hydroxytetradecyl)amino)hexyl)(2-hydroxytetradecyl)amino)ethyl)piperazin-1-yl)hexyl)azanediyl)bis(tetradecan-2-ol) OC(CN(CCCCCCN(CCN1CCN(CC1)CCCCCCN(CC(CCCCCCCCCCCC)O)CC(CCCCCCCCCCCC)O)CC(CCCCCCCCCCCC)O)CC(CCCCCCCCCCCC)O)CCCCCCCCCCCC